ClC=1C(=C2C=NNC2=C(C1F)C(COC)C)C=1N=CC=2N(C1)C=C(N2)NC(=O)[C@H]2[C@H](C2)F (1S,2S)-N-(6-(5-chloro-6-fluoro-7-(1-methoxypropan-2-yl)-1H-indazol-4-yl)imidazo[1,2-a]pyrazin-2-yl)-2-fluorocyclopropane-1-carboxamide